C(C)(C)(C)NC(C=C)=O N-tert.Butylacrylamid